tert-butyl 3-(7-bromo-6,8-difluoro-2-(((2R,7aS)-2-fluorotetrahydro-1H-pyrrolizin-7a(5H)-yl)methoxy)-5-methylquinazolin-4-yl)-3,8-diazabicyclo[3.2.1]octane-8-carboxylate BrC1=C(C(=C2C(=NC(=NC2=C1F)OC[C@]12CCCN2C[C@@H](C1)F)N1CC2CCC(C1)N2C(=O)OC(C)(C)C)C)F